6-(5-(2-(((1-Methyl-2-oxoindolin-7-yl)methyl)amino)ethyl)-2-oxooxazolidin-3-yl)-2H-pyrido[3,2-b][1,4]oxazin-3(4H)-one CN1C(CC2=CC=CC(=C12)CNCCC1CN(C(O1)=O)C=1C=CC=2OCC(NC2N1)=O)=O